N-[(2S)-6-(difluoromethyl)-2-(hydroxymethyl)-2-methyl-3H-benzofuran-5-yl]pyrazolo[1,5-a]pyrimidine-3-carboxamide FC(C1=CC2=C(C[C@@](O2)(C)CO)C=C1NC(=O)C=1C=NN2C1N=CC=C2)F